C=1(C(=CC=CC1)S(=O)(=O)ON1N=CC(=N1)C1=CC=CC=C1)C=CC=1C(=CC=CC1)S(=O)(=O)ON1N=CC(=N1)C1=CC=CC=C1 bis(4-phenyl-2,1,3-triazol-2-yl) stilbene-2,2'-disulfonate